(s)-7-((1-Acryloyl-3-(2,3-dichloro-6-fluorophenyl)pyrrolidin-3-yl)amino)-2,4-dimethylphthalazin-1(2H)-one C(C=C)(=O)N1C[C@](CC1)(C1=C(C(=CC=C1F)Cl)Cl)NC1=CC=C2C(=NN(C(C2=C1)=O)C)C